tert-butyl ((1r,4r)-4-((6-(4-amino-2,6-difluorophenyl)-8-isopropyl-7-oxo-7,8-dihydropteridin-2-yl)amino)cyclohexyl)carbamate NC1=CC(=C(C(=C1)F)C1=NC=2C=NC(=NC2N(C1=O)C(C)C)NC1CCC(CC1)NC(OC(C)(C)C)=O)F